2,6-Dimethyl-8-oxooctan-2-ylcinnamat CC(C)(CCCC(CC=O)C)OC(C=CC1=CC=CC=C1)=O